Tert-butyl-(3-(tert-butyl)-4-methoxyphenoxy)dimethylsilane C(C)(C)(C)[Si](C)(C)OC1=CC(=C(C=C1)OC)C(C)(C)C